BrC=1C=CC2=C(NC(=N2)C=2C=C(C=CC2)C2=C(C=CC=C2)C2=NN=CN2C)C1C(F)(F)F 6-Bromo-2-(2'-(4-methyl-4H-1,2,4-triazol-3-yl)-[1,1'-biphenyl]-3-yl)-7-(trifluoromethyl)-1H-benzo[d]imidazole